CC1=C(OC2=C(COC3=CC=C(C=C3)CCC(=O)O)C=CC=C2)C=CC(=C1)C 3-(4-((2-(2,4-dimethylphenoxy)benzyl)oxy)phenyl)propanoic acid